CO[C@@H]1C[C@H](N(C1)C)COC=1N=C(C2=C(N1)CN(CC2)C2=CC(=CC1=CC=CC=C21)OC)N2CCNCC2 2-[[(2S,4R)-4-methoxy-1-methyl-pyrrolidin-2-yl]methoxy]-7-(3-methoxy-1-naphthyl)-4-piperazin-1-yl-6,8-dihydro-5H-pyrido[3,4-d]pyrimidine